2-chloro-N-(((2R,3R,4S,5S)-4-(1-isopropyl-4-(trifluoromethyl)-1H-imidazol-2-yl)cuban-1-yl)methyl)-5-methoxy-N-methylpyrimidin-4-amine ClC1=NC=C(C(=N1)N(C)CC12C3C4C5(C3C1C5C24)C=2N(C=C(N2)C(F)(F)F)C(C)C)OC